N[C@@H](C(C)C)C(=O)N1[C@@H](C[C@H](C1)O)C(=O)N[C@@H](CO)C1=CC=C(C=C1)C1=NC=CC=C1F (2S,4R)-1-(L-valyl)-N-((R)-1-(4-(3-fluoropyridin-2-yl)phenyl)-2-hydroxyethyl)-4-hydroxypyrrolidine-2-carboxamide